N-[[4-(4-amino-1-tetrahydropyran-3-yl-pyrazolo[3,4-D]pyrimidin-3-yl)phenyl]methyl]-2-methoxy-benzamide NC1=C2C(=NC=N1)N(N=C2C2=CC=C(C=C2)CNC(C2=C(C=CC=C2)OC)=O)C2COCCC2